COCCNC1=C(C=CC(=C1)OCOC)C N-(2-methoxyethyl)-5-(methoxymethoxy)-2-methylaniline